5-propyl-6,7,8,9-tetrahydro-[1,2,4]triazolo[4,3-a]quinoxalin-4(5H)-one C(CC)N1C(C=2N(C=3CCCCC13)C=NN2)=O